((5-bromo-2-nitropyridin-3-yl)amino)-2-((2S,6R)-2,6-dimethylmorpholinyl)propionic acid methyl ester COC(C(C)(N1C[C@@H](O[C@@H](C1)C)C)NC=1C(=NC=C(C1)Br)[N+](=O)[O-])=O